FC=1C=C2C(=CNC2=CC1F)CCN(C1CCC1)C N-(2-(5,6-difluoro-1H-indol-3-yl)ethyl)-N-methylcyclobutanamine